5-(cis-2,6-Dimethylpiperazin-1-yl)-3-(6-((R)-3-methylpiperazin-1-yl)pyridin-3-yl)-1H-pyrazolo[4,3-d]pyrimidine C[C@@H]1N([C@@H](CNC1)C)C=1N=CC2=C(N1)C(=NN2)C=2C=NC(=CC2)N2C[C@H](NCC2)C